COC(CC1=CC=C(C=C1)N1CCN(CC1)CC1CCN(CC1)C(=O)OC(C)(C)C)=O tert-butyl 4-({4-[4-(2-methoxy-2-oxoethyl)phenyl] piperazin-1-yl}methyl)piperidine-1-carboxylate